N-(2,4-Dimethoxybenzyl)-6-(3-iodophenyl)-6,7,8,9-tetrahydro-5H-pyrimido[5,4-c]azepin-4-amine COC1=C(CNC2=NC=NC3=C2CN(CCC3)C3=CC(=CC=C3)I)C=CC(=C1)OC